N-[(1S)-3-cyclopropyl-1-[[4-(3,5-dimethyl-1H-pyrazol-4-yl)phenyl]carbamoyl]-2-methyl-propyl]-2-methyl-pyrazole-3-carboxamide C1(CC1)CC([C@@H](C(NC1=CC=C(C=C1)C=1C(=NNC1C)C)=O)NC(=O)C=1N(N=CC1)C)C